C(CCCCCCC(=O)ON1C(CCC1=O)=O)(=O)ON1C(CCC1=O)=O disuccinimido suberate